2-vinyl-4-methyl-4-ethyl-1,3-oxazolin-5-one C(=C)C=1OC(C(N1)(CC)C)=O